C(C)O[Si](CCCCCCCCCCC)(OCC)OCC (3-(triethoxysilyl)propyl)octane